N-((S)-2-ethyl-4,4-difluorobutyryl)-O-((1S,3S)-3-(2-(5,6,7,8-tetrahydro-1,8-naphthyridin-2-yl)ethyl)cyclobutyl)-L-homoserine C(C)[C@H](C(=O)N[C@@H](CCOC1CC(C1)CCC1=NC=2NCCCC2C=C1)C(=O)O)CC(F)F